FC(S(=O)(=O)C1=CC=C(C=C1)C12CC(C1)(C2)C2CN(C2)C(=O)OC(C)(C)C)(F)F tert-butyl 3-[3-[4-(trifluoromethylsulfonyl)phenyl]-1-bicyclo[1.1.1]pentanyl]azetidine-1-carboxylate